9-phenyl-8-(4-{[4-(4-pyridin-2-yl-1H-imidazol-1-yl)piperidin-1-yl]methyl}phenyl)[1,2,4]triazolo[3,4-f]-1,6-naphthyridin-3-amine C1(=CC=CC=C1)C=1C(=NC=2C=CN3C(C2C1)=NN=C3N)C3=CC=C(C=C3)CN3CCC(CC3)N3C=NC(=C3)C3=NC=CC=C3